N1=CC(=C2N1N=CC=C2)B(O)O pyrazolo[1,5-b]pyridazin-3-ylboronic acid